[6-(2-bromo-4-pyridyl)-3,6-dihydro-2H-pyran-4-yl] trifluoromethane-sulfonate FC(S(=O)(=O)OC=1CCOC(C1)C1=CC(=NC=C1)Br)(F)F